FC=1C(=NC=CC1CC=1C=NC=C(C1C)OC1=C(C=C(C=C1)C([2H])([2H])[2H])F)N 3-fluoro-4-[[5-[2-fluoro-4-(trideuteriomethyl)phenoxy]-4-methyl-3-pyridyl]methyl]pyridin-2-amine